3-((2,4,6-trifluorophenoxy)methyl)cyclobutyl 6-oxo-7-oxa-2,5-diazaspiro[3.4]octane-2-carboxylate O=C1NC2(CN(C2)C(=O)OC2CC(C2)COC2=C(C=C(C=C2F)F)F)CO1